C(C(C)C)[C@@H]1CC[C@H](CC1)C(CSC1=CC=CC=C1)=O 1-(trans-4-isobutylcyclohexyl)-2-(phenylsulfanyl)ethanone